NCC1(CC(N2C[C@H](C[C@H]2C1)C1=C(C(=CC=C1O)Cl)Cl)=O)O (2R,8aS)-7-(aminomethyl)-2-(2,3-dichloro-6-hydroxyphenyl)-7-hydroxy-hexahydroindolizin-5-one